3-((1-cyclopropyl-4,6-difluoro-1H-benzo[d]imidazol-5-yl)ethynyl)-1-(1-(2-fluoroacryloyl)azetidin-3-yl)-5-(methylamino)-1H-pyrazole-4-carboxamide C1(CC1)N1C=NC2=C1C=C(C(=C2F)C#CC2=NN(C(=C2C(=O)N)NC)C2CN(C2)C(C(=C)F)=O)F